methyl 2-(1-cyano-3-methoxypropyl)-5-(pyridin-4-yl)pyrazole-3-carboxylate C(#N)C(CCOC)N1N=C(C=C1C(=O)OC)C1=CC=NC=C1